[3H]naphtho[2,1-b]-1,4-oxazin N=1C2=C(OCC1)C=CC1=CC=CC=C12